N1N=CC(=C1)NC=1C=2N(C=CC1)C(=CN2)C#CC=2C(=CC(=C(C(=O)NC1=CC(=CC(=C1)C(F)(F)F)N1CC(N(CC1)C)=O)C2)F)C 5-((8-((1H-pyrazol-4-yl)amino)imidazo[1,2-a]pyridin-3-yl)ethynyl)-2-fluoro-4-methyl-N-(3-(4-methyl-3-oxopiperazin-1-yl)-5-(trifluoromethyl)phenyl)benzamide